The molecule is an enoate ester that is the methyl ester of (2E,3Z,5E)-6-(4-chloro-3-methoxyphenyl)-2-(methoxymethylene)-3-methylhexa-3,5-dienoic acid. It has a role as a fungal metabolite, a mitochondrial cytochrome-bc1 complex inhibitor and an antifungal agent. It is an enoate ester, an enol ether, a monomethoxybenzene, a member of monochlorobenzenes and a methoxyacrylate strobilurin antifungal agent. C/C(=C/C=C/C1=CC(=C(C=C1)Cl)OC)/C(=C\\OC)/C(=O)OC